(4aS,9bS)-7-(perfluoroethyl)-1,2,3,4,4a,9b-hexahydrofuro[3,2-b:4,5-c']dipyridine hydrochloride Cl.FC(C(F)(F)F)(C=1C=C2C(=CN1)[C@@H]1NCCC[C@@H]1O2)F